[14C](C(O)C)(=O)O [1-14C]lactic acid